N-ethyl-2-(4-methoxynaphthalen-1-yl)-N-methylethan-1-amine C(C)N(CCC1=CC=C(C2=CC=CC=C12)OC)C